BrC1=CC=C(C=2SC(=CC21)C(=O)OC)C methyl 4-bromo-7-methylbenzo[b]thiophene-2-carboxylate